1',2',3',4'-tetrahydro[1,1'-biphenyl]-3-carbonitrile C1(=CC(=CC=C1)C#N)C1CCCC=C1